tert-butyl 4-(3-(5-(benzylthio)indoline-1-carbonyl)phenyl)piperazine-1-carboxylate C(C1=CC=CC=C1)SC=1C=C2CCN(C2=CC1)C(=O)C=1C=C(C=CC1)N1CCN(CC1)C(=O)OC(C)(C)C